FC1=C(C=CC(=C1)F)C1=NC(=CC=2C1=NC(=C(N2)C)C)[C@H]2C[C@H](OCC2)C2=CC(=NC=C2)C 5-(2,4-difluorophenyl)-2,3-dimethyl-7-[(2S,4R)-2-(2-methyl-4-pyridyl)tetrahydropyran-4-yl]pyrido[3,4-b]pyrazine